NC=1C(=CC(=NC1)C)C(=O)N[C@H]1CCC2=CC(=CC=C12)N1C(=NC=2C1=NC(=CC2)N2N=CC=C2)C=2C(=NC=CC2)N 5-amino-N-[(1S)-5-[2-(2-aminopyridin-3-yl)-5-(pyrazol-1-yl)imidazo[4,5-b]pyridin-3-yl]-2,3-dihydro-1H-inden-1-yl]-2-methylpyridine-4-carboxamide